(R)-6-(1-(2-(2-methoxyphenyl)-2-((tetrahydro-2H-pyran-4-yl)oxy)ethyl)-5-methyl-2,4-dioxo-1,4-dihydrothieno[2,3-d]pyrimidin-3(2H)-yl)pyridine-2-carboxylic acid methyl ester COC(=O)C1=NC(=CC=C1)N1C(N(C2=C(C1=O)C(=CS2)C)C[C@H](OC2CCOCC2)C2=C(C=CC=C2)OC)=O